formyl-glycine C(=O)NCC(=O)O